B1BNBBB1 3-azacyclohexaborane